perfluorooctylpotassium FC(C(C(C(C(C(C(C(F)(F)F)(F)F)(F)F)(F)F)(F)F)(F)F)(F)F)([K])F